(1R,5S)-3-(7-(8-ethyl-7-fluoro-3-(methoxymethoxy)naphthalen-1-yl)-6,8-difluoro-2-(methylsulfinyl)quinazolin-4-yl)-3,8-diazabicyclo[3.2.1]Octane-8-carboxylic acid tert-butyl ester C(C)(C)(C)OC(=O)N1[C@H]2CN(C[C@@H]1CC2)C2=NC(=NC1=C(C(=C(C=C21)F)C2=CC(=CC1=CC=C(C(=C21)CC)F)OCOC)F)S(=O)C